C(C1=CC=CC=C1)OC1=NC(=CC=C1C=1OC2=C(N1)C=C(C=C2)C(=O)N2CCC1=CC=C(C=C21)F)OCC2=CC=CC=C2 (2-(2,6-bis(benzyloxy)pyridin-3-yl)benzo[d]oxazol-5-yl)(6-fluoroindolin-1-yl)methanone